N-(4-(4-amino-2,7-dimethyl-7H-pyrrolo[2,3-d]pyrimidin-5-yl)-3-methylphenyl)-2-(3-ethyl-5-fluorophenyl)-2-hydroxyacetamide NC=1C2=C(N=C(N1)C)N(C=C2C2=C(C=C(C=C2)NC(C(O)C2=CC(=CC(=C2)F)CC)=O)C)C